(S)-1-(6-((3-chloro-2-(1H-pyrazol-1-yl)pyridin-4-yl)thio)pyrido[2,3-b]pyrazin-2-yl)-4'H,6'H-spiro[piperidine-4,5'-pyrrolo[1,2-b]pyrazol]-4'-amine (trifluoroacetate) FC(C(=O)O)(F)F.ClC=1C(=NC=CC1SC=1C=CC=2C(=NC=C(N2)N2CCC3([C@@H](C=4N(N=CC4)C3)N)CC2)N1)N1N=CC=C1